C(C)SC=1C(=NC=C(C1)C1=NOC(=N1)C1(CC1)F)C1=NC2=C(N=NC(=C2)C(C)=O)N1C 1-{6-[3-(ethylsulfanyl)-5-[5-(1-fluorocyclopropyl)-1,2,4-oxadiazol-3-yl]pyridin-2-yl]-7-methyl-7H-imidazo[4,5-c]pyridazin-3-yl}ethan-1-one